((4-(4-((2-(2-fluoropropan-2-yl)-1H-imidazol-1-yl)methyl)phenyl)-2-propylthiazol-5-yl)sulfonyl)carbamic acid butyl ester C(CCC)OC(NS(=O)(=O)C1=C(N=C(S1)CCC)C1=CC=C(C=C1)CN1C(=NC=C1)C(C)(C)F)=O